glucosamine methanesulfonate salt CS(=O)(=O)O.OC1[C@H](N)[C@@H](O)[C@H](O)[C@H](O1)CO